[1-[4-[[(3R)-1-Acetylpyrrolidin-3-yl]amino]-5-oxido-6,7-dihydrothieno[3,2-d]pyrimidin-5-ium-2-yl]azetidin-3-yl]-tetrahydropyran-4-carboxylat C(C)(=O)N1C[C@@H](CC1)NC=1C2=C(N=C(N1)N1CC(C1)OC(=O)C1CCOCC1)CC[S+]2[O-]